C(CCCCCCCCCCC\C=C/CCCCCCCC(=O)N)CCCCCCCC\C=C/CCCCCCCC(=O)N butylenebisoleic amide